FC(C(O)C1N[C@@H]2CN([C@H]1C2)C(=O)OC(C)(C)C)(F)F tert-butyl (1S,4S)-6-(2,2,2-trifluoro-1-hydroxyethyl)-2,5-diazabicyclo[2.2.1]heptane-2-carboxylate